2-[1-(3-{[(tert-butyldimethylsilyl)oxy]methyl}phenyl)-1H-pyrazol-3-yl]acetic acid [Si](C)(C)(C(C)(C)C)OCC=1C=C(C=CC1)N1N=C(C=C1)CC(=O)O